2,6-diisopropylcyclohexa-2,5-diene C(C)(C)C=1CC(=CCC1)C(C)C